dec-4-en-8-yl propionate C(CC)(=O)OC(CCC=CCCC)CC